N-((S)-4-methyl-5-oxo-5,6,7,8-tetrahydro-4H-pyrazolo[1,5-a][1,3]diazepin-6-yl)-5-phenyl-5,6-dihydro-4H-pyrrolo[1,2-c][1,2,3]triazole-3-carboxamide CN1C=2N(CC[C@@H](C1=O)NC(=O)C1=C3N(N=N1)CC(C3)C3=CC=CC=C3)N=CC2